N1=CC(=CC=C1)C1=NC(=NO1)C1=CC=C(C2=CC=CC=C12)CN1CC(C1)C(=O)O 1-((4-(5-(pyridin-3-yl)-1,2,4-oxadiazol-3-yl)naphthalen-1-yl)methyl)azetidine-3-carboxylic acid